NC1=NC(=CC(=C1C(=O)OC)Cl)O methyl 2-amino-4-chloro-6-hydroxy-3-pyridinecarboxylate